N1=CC(=CC=C1)C#N 3-pyridinecarbonitrile